BrC=1C=CC(=C(C1)P(C1=CC=CC=C1)(C1=CC=CC=C1)=O)OC1=C(C=C(C=C1)Br)Br (5-bromo-2-(2,4-dibromophenoxy)phenyl)diphenylphosphine oxide